methyl 3-(4-(((tert-butoxy carbonyl)amino)methyl)pyridin-2-yl)-5-methylbenzoate C(C)(C)(C)OC(=O)NCC1=CC(=NC=C1)C=1C=C(C(=O)OC)C=C(C1)C